r-Azobis(cyanocyclohexane) N(=NC1(CCCCC1)C#N)C1(CCCCC1)C#N